P(=O)(=O)[Ca] phospho-calcium